C(C)(=O)OCC12OCC(C1)C2 2-oxabicyclo[2.1.1]hexan-1-ylmethyl acetate